FC(C(=O)NN)F 2-(2,2-difluoroacetyl)hydrazine